ClC=1C(=C(CN2[C@@H](C[C@@](CC2)(C(=O)O)CC2=NC(=CC(=C2F)C(F)(F)F)NC2=NNC(=C2)C)C)C=CC1)F (2R,4R)-1-(3-chloro-2-fluorobenzyl)-4-((3-fluoro-6-((5-methyl-1H-pyrazol-3-yl)amino)-4-(trifluoro-methyl)pyridin-2-yl)methyl)-2-methylpiperidine-4-carboxylic acid